ClC=1N=C(N2C1CN(CC2)C(=O)C2=C(OC=1N=CN=C(C12)NC1(CC1)C)C)C1CC1 5-{1-chloro-3-cyclopropyl-5h,6h,7h,8h-imidazo[1,5-a]pyrazine-7-carbonyl}-6-methyl-N-(1-methylcyclopropyl)furo[2,3-d]pyrimidin-4-amine